N1=C(C=NC=C1)C(=O)C12C3=C(C=CC(N3CC(CNC1)C2)=O)C2=CC=C(C=C2)OC(F)(F)F 1-(2-pyrazinylcarbonyl)-3-[4-(trifluoromethoxy)phenyl]-7,11-diazatricyclo[7.3.1.02,7]trideca-2,4-dien-6-one